COC=1C=C2C3(C=NC2=CC1OCCCN1CCCC1)CCC3 5'-methoxy-6'-(3-pyrrolidin-1-ylpropoxy)spiro[cyclobutane-1,3'-indole]